(M)-4-(6,8-difluoro-2-(((2R,7aS)-2-fluoro-tetrahydro-1H-pyrrolizin-7a(5H)-yl)methoxy)-4-(1,4-oxazepan-4-yl)quinazolin-7-yl)-5-ethynyl-6-fluoronaphthalen-2-ol FC=1C=C2C(=NC(=NC2=C(C1C1=CC(=CC2=CC=C(C(=C12)C#C)F)O)F)OC[C@]12CCCN2C[C@@H](C1)F)N1CCOCCC1